C(C)(=O)N1[C@H](CCC1)/C=C/S(=O)(NC(NC1=C2CCCC2=CC=2CCCC12)=O)=NC#N (E)-2-((R)-1-acetylpyrrolidin-2-yl)-N'-cyano-N-((1,2,3,5,6,7-hexahydro-s-indacen-4-yl)carbamoyl)ethene-1-sulfonimidamide